FC1=C(C(=C(C=C1OC)OC)F)N1C(N(C2=C(C1)C=NC1=C2C=C(N1S(=O)(=O)C1=CC=CC=C1)CN1CCOCC1)CC)=S 3-(2,6-Difluoro-3,5-dimethoxyphenyl)-1-ethyl-8-(morpholinomethyl)-7-(phenylsulfonyl)-1,3,4,7-tetrahydro-2H-pyrrolo[3',2':5,6]pyrido[4,3-d]pyrimidine-2-thione